α-eleostearic acid C(CCCCCCC\C=C/C=C/C=C/CCCC)(=O)O